(S)-N-(2-Cyclopropyl-4-methyl-5-oxo-5,6,7,8-tetrahydro-4H-pyrazolo[1,5-a][1,3]diazepin-6-yl)-5-(4-fluorobenzyl)-4H-1,2,4-triazol-3-carboxamid C1(CC1)C1=NN2C(N(C([C@H](CC2)NC(=O)C2=NN=C(N2)CC2=CC=C(C=C2)F)=O)C)=C1